aminophenylaminomethylphenetylsilane N[SiH](C1=CC=C(C=C1)OCC)CNC1=CC=CC=C1